3-(7-((2-(3,4-difluorophenyl)cyclopropyl)amino)-5-(propylsulfanyl)-3H-1,2,3-triazolo[4,5-d]pyrimidin-3-yl)-5-(2-hydroxyethoxy)cyclopentane-1,2-diol FC=1C=C(C=CC1F)C1C(C1)NC=1C2=C(N=C(N1)SCCC)N(N=N2)C2C(C(C(C2)OCCO)O)O